C12(CC3(CC(CC(C1)C3)C2)C(=O)Cl)C(=O)Cl 3-adamantanediformyl chloride